COC(COCCOCCC)OC (2-propoxyethoxy)acetaldehyde dimethyl acetal